ethyl 1H-pyrrole-2,4-dicarboxylate N1C(=CC(=C1)C(=O)[O-])C(=O)OCC